C[C@@]1(OC2=C(C=C(C=C2CC1)OCCCC=C)C)CCC[C@@H](CCC[C@@H](CCCC(C)C)C)C (R)-2,8-dimethyl-6-(4-penten-1-yloxy)-2-((4R,8R)-4,8,12-trimethyltridecyl)chromane